FC(C(=O)O)(F)F.CS(=O)(=O)C=1C=C(C=NC1)C1=CC(=NC=C1)C=1NC(=CN1)C(F)(F)F 5-(Methylsulfonyl)-2'-(5-(trifluoromethyl)-1H-imidazol-2-yl)-3,4'-bipyridine trifluoroacetate